O[C@@]1(C(N(CC1)C)=O)C1=CC(=NO1)C1=NC(=CC=C1)C1=NC(=NC=C1)N[C@H](C)C=1C=NN(C1)C (R)-3-Hydroxy-1-methyl-3-(3-(6-(2-(((R)-1-(1-methyl-1H-pyrazol-4-yl)ethyl)amino)pyrimidin-4-yl)pyridin-2-yl)isoxazol-5-yl)pyrrolidin-2-one